O[C@H]1C[C@@H](CCC1)N1C(C2(C3=C1N=C(N=C3)NC=3C=NN(C3)CCOC)CC2)=O 7'-((1R,3R)-3-hydroxycyclohexyl)-2'-((1-(2-methoxyethyl)-1H-pyrazol-4-yl)amino)spiro[cyclopropane-1,5'-pyrrolo[2,3-d]pyrimidin]-6'(7'H)-one